C(#N)C1=CNC2=C(C=CC(=C12)F)NS(=O)(=O)C=1C=NNC1 N-(3-Cyano-4-fluoro-1H-indol-7-yl)-1H-pyrazol-4-sulfonamid